ClC1=NC=C(C(=N1)N1C(N(C2=C1C=CC=C2)C)=O)Cl 1-(2,5-dichloropyrimidin-4-yl)-3-methyl-1H-benzo[d]imidazol-2(3H)-one